C(C)OC(C(C(=O)OC(C)(C)C)(F)C=1N=NC(=CC1)Cl)=O 2-(6-Chloropyridazin-3-yl)-2-fluoromalonic acid 1-tert-butyl 3-ethyl ester